COC1=NC=NC(=C1C(=O)NC=1SC2=C(N1)C1=C(OCC2)C=C(C=C1)C(F)(F)F)OC 4,6-dimethoxy-N-(8-(trifluoromethyl)-4,5-dihydrobenzo[2,3]oxepino[4,5-d]thiazol-2-yl)pyrimidine-5-carboxamide